C(C)(C)(C)N1CCC(CC1)N1N=C(C=C1C(=C)C)Br tert-butyl-4-(3-bromo-5-isopropenyl-pyrazol-1-yl)piperidine